FC1=C(C=CC=C1)C1CC(NC2(CC2)C1)C(=O)N 7-(2-fluorophenyl)-4-azaspiro[2.5]octane-5-carboxamide